C(C1=CC=CC=C1)OC1=C(C(=CC(=C1)O)O)C(=O)N1CC2=CC=CC(=C2C1)Br (2-(Benzyloxy)-4,6-dihydroxyphenyl)(4-bromoisoindolin-2-yl)methanone